(2-chloro-5-fluorophenyl)-2'-(piperidin-4-ylamino)spiro[cyclopropane-1,5'-pyrrolo[2,3-d]pyrimidin]-6'(7'H)-one ClC1=C(C=C(C=C1)F)C=1C2=C(N=C(N1)NC1CCNCC1)NC(C21CC1)=O